4-(4-ethylphenyl)cyclohexane C(C)C1=CC=C(C=C1)C1CCCCC1